(3aR,5R,6aS)-5-(5-cyclopropyl-1,2,4-oxadiazol-3-yl)-N-{(1R,6S)-2,2-difluoro-6-[4-(propan-2-yl)piperazin-1-yl]cyclohexyl}hexahydrocyclopenta[c]pyrrole-2(1H)-carboxamide C1(CC1)C1=NC(=NO1)C1C[C@@H]2[C@@H](CN(C2)C(=O)N[C@H]2C(CCC[C@@H]2N2CCN(CC2)C(C)C)(F)F)C1